1-fluoro-3-methoxy-5-methyl-2-nitrobenzene FC1=C(C(=CC(=C1)C)OC)[N+](=O)[O-]